C(C)OC=1C=C2C(=CC=NC2=CC1C(=O)N)OC[C@H]1NC([C@@](C1)(C)F)=O 6-ethoxy-4-{[(2S,4S)-4-fluoro-4-methyl-5-oxopyrrolidin-2-yl]methoxy}quinoline-7-carboxamide